5-(4-((1-(2-((R)-3-((5-chloro-4-(1H-indol-3-yl)pyrimidin-2-yl)amino)pyrrolidine-1-yl)-2-oxoethyl)piperidin-4-yl)methyl)piperazin-1-yl)-2-(2,6-dioxopiperidin-3-yl)isoindole ClC=1C(=NC(=NC1)N[C@H]1CN(CC1)C(CN1CCC(CC1)CN1CCN(CC1)C1=CC2=CN(C=C2C=C1)C1C(NC(CC1)=O)=O)=O)C1=CNC2=CC=CC=C12